5-(3-(3-cyclopropyl-1-(cyclopropylmethyl)-1H-pyrazol-5-yl)-2-fluoro-6-hydroxyphenyl)-1,2,5-thiadiazolidin-3-one 1,1-dioxide C1(CC1)C1=NN(C(=C1)C=1C(=C(C(=CC1)O)N1CC(NS1(=O)=O)=O)F)CC1CC1